C(=O)(O)N1C(=CC(C=C1)=C1C=CN(C=C1)C(=O)O)CCC N,N'-dicarboxypropyl-4,4'-bipyridyl